N1[C@@H](CCC1)[C@H]1OCCC2=CC=C(C=C12)C#N (S)-1-((S)-pyrrolidin-2-yl)isochroman-7-carbonitrile